BrC1=C(C=CC=C1)SC=1C=NC=CC1C(=N)NO 3-[(2-Bromophenyl)sulfanyl]-N-hydroxypyridine-4-carboxamidine